[O].[Cr].[Fe].[Bi] Bismuth iron chromium oxygen